5-(6,7-dihydro-5H-pyrrolo[3,4-d]pyrimidin-4-yloxy)-indole-1-carboxylic acid [5-(1-methyl-cyclopropyl)-2H-pyrazol-3-yl]-amide CC1(CC1)C=1C=C(NN1)NC(=O)N1C=CC2=CC(=CC=C12)OC=1C2=C(N=CN1)CNC2